ClC1=CC=C2C(=CN(C2=C1)CC(CO)F)S(=O)(=O)N 6-chloro-1-(2-fluoro-3-hydroxypropyl)indole-3-sulfonamide